N'-(2,4-dichlorophenyl)-2,2-dimethyl-2H-chromene-6-carbohydrazide ClC1=C(C=CC(=C1)Cl)NNC(=O)C=1C=C2C=CC(OC2=CC1)(C)C